methyl 3-(6-bromopyridin-2-yl)oxetane-3-carboxylate BrC1=CC=CC(=N1)C1(COC1)C(=O)OC